1,2,3-trifluorobenzene FC1=C(C(=CC=C1)F)F